C(C)OP(=O)(CC)SCCN(CC)CC 2-[ethoxy(ethyl)phosphoryl]sulfanyl-N,N-diethylethanamine